P(O)(=O)(OP(=O)(O)OP(=O)(O)O)OC[C@@H]1[C@H]([C@H]([C@@H](O1)C1=CN(C(=O)NC1=O)CC1=CC(=C(C=C1)OC(F)(F)F)OC(F)(F)F)O)O 1-(3,4-bis-trifluoromethoxybenzyl)pseudouridine triphosphate